(6-hydroxy-9-(phenylthio)-[1,2,4]triazolo[5,1-a]isoquinoline-5-carbonyl)glycine OC1=C(N2C(C3=CC(=CC=C13)SC1=CC=CC=C1)=NC=N2)C(=O)NCC(=O)O